C(C)OC(C[C@@H]1N(CCC1)C(=O)C1=CC(=C2COCCN21)C(N[C@H](CC)C2=CC=CC=C2)=O)=O {(R)-1-[8-((R)-1-phenyl-propylcarbamoyl)-3,4-dihydro-1H-pyrrolo[2,1-c][1,4]oxazine-6-carbonyl]-pyrrolidin-2-yl}-acetic acid ethyl ester